tert-Butyl 4-methyl-6-(2-methylbenzo[d]thiazol-5-yl)-3,4-dihydropyridine-1(2H)-carboxylate CC1CCN(C(=C1)C=1C=CC2=C(N=C(S2)C)C1)C(=O)OC(C)(C)C